O[C@@H]1C[C@H]2[C@@H]([C@@H]([C@H]3[C@@H]4CC[C@H]([C@@H](CCC(=O)O)C)[C@]4([C@@H](C[C@@H]3[C@]2(CC1)C)O)C)O)O 3β,6β,7β,12β-tetrahydroxy-5β-cholan-24-oic acid